N-(1-(6-(2-methoxyquinolin-6-yl)pyrazin-2-yl)piperidin-4-yl)-1-methyl-1H-pyrazole-4-carboxamide COC1=NC2=CC=C(C=C2C=C1)C1=CN=CC(=N1)N1CCC(CC1)NC(=O)C=1C=NN(C1)C